CC1=C2C(C(=CN(C2=NC(=C1)N1CC(C1)C(NC=1SC=C(N1)C)=O)C1=NC=NS1)C(=O)O)=O 5-methyl-7-{3-[(4-methyl-1,3-thiazol-2-yl)carbamoyl]azetidin-1-yl}-4-oxo-1-(1,2,4-thiadiazol-5-yl)-1,4-dihydro-1,8-naphthyridine-3-carboxylic acid